2-(4-(4,4,5,5-tetramethyl-1,3,2-dioxaborolan-2-yl)-1H-pyrazol-1-yl)ethan-1,1-d2-1-ol CC1(OB(OC1(C)C)C=1C=NN(C1)CC(O)([2H])[2H])C